ClC1=C(C#N)C(=CC=N1)NC1=C(C=C(C=C1)OC(F)(F)F)C 2-chloro-4-((2-methyl-4-(trifluoromethoxy)phenyl)amino)nicotinonitrile